3-[7-(difluoromethoxy)-5-[4-[2-[3-[4-[(1R,2S)-6-hydroxy-2-phenyl-tetralin-1-yl]phenoxy]cyclobutyl]ethyl]piperazin-1-yl]-1-oxo-isoindolin-2-yl]piperidine-2,6-dione FC(OC=1C=C(C=C2CN(C(C12)=O)C1C(NC(CC1)=O)=O)N1CCN(CC1)CCC1CC(C1)OC1=CC=C(C=C1)[C@H]1[C@H](CCC2=CC(=CC=C12)O)C1=CC=CC=C1)F